C(C)(C)(C)OC(=O)N(CCC1=NC(=CC=C1[N+](=O)[O-])OC)CC1=C(C=CC(=C1F)OC(F)(F)F)NC1=C(C(=O)OC)C=C(C(=C1)C(F)(F)F)F methyl 2-((2-(((tert-Butoxycarbonyl) (2-(6-methoxy-3-nitropyridin-2-yl) ethyl)-amino) methyl)-3-fluoro-4-(trifluoromethoxy) phenyl) amino)-5-fluoro-4-(trifluoromethyl)-benzoate